2-bromo-9,9-dimethyl-10-phenyl-9,10-dihydro-acridine BrC1=CC=2C(C3=CC=CC=C3N(C2C=C1)C1=CC=CC=C1)(C)C